8-fluoroacenaphthylen-1(2H)-one FC1=CC=C2C=CC=C3CC(C1=C32)=O